(4-fluoro-3-(methoxycarbonyl)phenyl)-2,5-dihydro-1H-pyrrole-1-carboxylic acid tert-butyl ester C(C)(C)(C)OC(=O)N1C(C=CC1)C1=CC(=C(C=C1)F)C(=O)OC